Cl.FC1(CCC(CC1)[C@H](NC(=O)C=1N(N=CN1)C(C)C)C=1N=C2N(N=CC(=N2)[C@H]2NCC[C@@H](C2)O)C1)F N-[(S)-(4,4-Difluorocyclohexyl){3-[(2S,4S)-4-hydroxypiperidin-2-yl]imidazo[1,2-b]-[1,2,4]triazin-6-yl}methyl]-2-isopropyl-1,2,4-triazole-3-carboxamide hydrochloride